C(C)(C)(C)[C@@H]1N(CCN(C1CO)C1=NC=C(C(=C1Br)C#N)N)C(=O)OCCCC1=C(C=CC(=C1)F)COC1=NC(=CC=C1)Br 3-[2-[(6-bromo-2-pyridinyl)oxymethyl]-5-fluoro-phenyl]propan-1-ol tert-butyl-(S)-4-(5-amino-3-bromo-4-cyanopyridin-2-yl)-3-(hydroxymethyl)piperazine-1-carboxylate